2-fluorobenzophenone oxime FC1=C(C(C2=CC=CC=C2)=NO)C=CC=C1